C1(CC1)C1=CC=C(C[C@@H]2CC3(CNC3)CC2)C=C1 |r| (rac)-6-(4-cyclopropylbenzyl)-2-azaspiro[3.4]Octane